O=S1(CCCCC1)=NC(C1=CC=C(C=C1)C1=NOC(=N1)C(F)(F)F)=O N-(1-oxidotetrahydro-2H-1λ6-thiopyran-1-ylidene)-4-(5-(trifluoromethyl)-1,2,4-oxadiazol-3-yl)benzamide